FC1=CC=C(COC2=NC=C(C#N)C=C2)C=C1 6-((4-Fluorobenzyl)oxy)nicotinonitrile